3-(2-methylpyridin-4-yl)-1-trityl-1H-pyrazolo[4,3-c]pyridine-6-carbaldehyde CC1=NC=CC(=C1)C1=NN(C2=C1C=NC(=C2)C=O)C(C2=CC=CC=C2)(C2=CC=CC=C2)C2=CC=CC=C2